C(C)OC(C1=CC=C(C=C1)NS(=O)(=O)C1=CC=C(C=C1)NS(=O)(=O)C1=CC(=CC(=C1)Cl)Cl)=O 4-(4-(3,5-dichlorophenylsulfonylamino)benzenesulfonylamino)benzoic acid ethyl ester